NC1=CC=C(C=C1)CCC1=CC=C(OCCCCCOC2=CC=C(C=C2)CCC2=CC=C(C=C2)N)C=C1 1,5-bis(4-(2-(4-aminophenyl)ethyl)phenoxy)pentane